Methylenediisocyanatobenzene C=C1C(C(=CC=C1)N=C=O)N=C=O